N-lauroyl-L-glutamic acid potassium salt [K+].C(CCCCCCCCCCC)(=O)N[C@@H](CCC(=O)[O-])C(=O)[O-].[K+]